COC(OC)[SiH2]CCCCCC (dimethoxymethylsilyl)hexane